C1(=CC=C(C=C1)N(C1=CC=C(C=C1)C1=CC=CC=C1)C1=CC=C(C=C1)C1=CC2=C(SC3=C2C=C(C=C3)C=3C=CC=2N(C4=CC=CC=C4C2C3)C3=CC=CC=C3)C=C1)C1=CC=CC=C1 N-([1,1'-biphenyl]-4-yl)-N-(4-(8-(9-phenyl-9H-carbazol-3-yl)dibenzo[b,d]thiophen-2-yl)phenyl)-[1,1'-biphenyl]-4-amine